N-[(3S)-2,6-dioxo-3-piperidyl]-2-fluoro-benzamide triFluoroacetate FC(C(=O)O)(F)F.O=C1NC(CC[C@@H]1NC(C1=C(C=CC=C1)F)=O)=O